CN1CCN(CC1)CCOC1=NC=CC(=N1)NC1=CC(=C(C=C1)F)Cl 2-(2-(4-methylpiperazino)ethoxy)-4-(3-chloro-4-fluorophenylamino)pyrimidine